OC1=CC(=CC=C1CCC=1OC2=CC=CC=C2C(C1)=O)OC (6-hydroxy-2-(4-methoxyphenyl)ethyl)chromone